BrC=1C=C(C=C(C1)C=1C=C(C=CC1)C=1C=C(C=CC1)C=1C=NC=NC1)C=1C=NC=CC1 5-(m-{m-[5-bromo-3-(3-pyridyl)phenyl]phenyl}phenyl)pyrimidine